CO[SiH](C1CCCC1)OC dimethoxycyclopentylsilane